C(#N)C1=CC(=C(C=C1)C(C)NS(=O)C(C)(C)C)OCOC N-(1-(4-cyano-2-(methoxymethoxy)phenyl)ethyl)-2-methylpropane-2-sulfinamide